CN(C)CC1=CC=C(C=C1)C=1C=CC=2N(N1)C(=CC2Cl)C(=O)N 2-(4-dimethylaminomethylphenyl)-5-chloro-pyrrolo[1,2-b]pyridazine-7-formamide